(1-((2r,4r,5r)-3,3-difluoro-4-hydroxy-5-(hydroxymethyl)tetrahydrofuran-2-yl)-2-oxo-1,2-dihydropyrimidin-4-yl)-3-methylpyridinecarboxamide FC1([C@@H](O[C@@H]([C@H]1O)CO)N1C(N=C(C=C1)C1=C(C(=NC=C1)C(=O)N)C)=O)F